NC1=NC2=CC(=CC=C2C=C1Cl)CN(C(=O)C1=CC2=C(N=CS2)C=C1)C=1C(=NC=CC1)S(=O)(=O)C N-[(2-amino-3-chloroquinolin-7-yl)methyl]-N-(2-methanesulfonylpyridin-3-yl)-1,3-benzo-thiazole-6-carboxamide